FC1([C@@H]([C@H](CCC1)OC1CCN(CC1)C(C)C)NC(CC1=C(C(=NC=C1)C1=CC(=CC(=C1)F)F)OC)=O)F N-((1R,6S)-2,2-difluoro-6-((1-isopropylpiperidin-4-yl)oxy)cyclohexyl)-2-(2-(3,5-difluorophenyl)-3-methoxypyridin-4-yl)acetamide